2-cyclopropoxy-5-methyl-4-(1,3,3-trimethylpyridin-4-yl)aniline C1(CC1)OC1=C(N)C=C(C(=C1)C1C(CN(C=C1)C)(C)C)C